N-(4-carbamoylphenyl)-2-[[6-(cyclobutoxy)-2-methyl-3-pyridyl]oxy]-5-(trifluoromethyl)pyridine-3-carboxamide C(N)(=O)C1=CC=C(C=C1)NC(=O)C=1C(=NC=C(C1)C(F)(F)F)OC=1C(=NC(=CC1)OC1CCC1)C